ClC1=C(C=CC2=C1C(=NCC=1N2N=CN1)C1=C(C=CC(=C1)O)F)C(F)(F)F 7-chloro-6-(2-fluoro-5-hydroxy-phenyl)-8-(trifluoromethyl)-4H-[1,2,4]triazolo[1,5-a][1,4]benzodiazepine